C1(=CC=CC=C1)C=1N=C2N(C=C(C=C2C2=CC=CC=C2)C2=CC=C(C=C2)C(C=CC(=O)OC)=O)C1 methyl 4-(4-(2,8-diphenylimidazo[1,2-a]pyridin-6-yl)phenyl)-4-oxobut-2-enoate